[Si]([O-])([O-])([O-])[O-].[Na+].CC1(C(N(C(N1)=O)CCC[Si](OCC)(OCC)OCC)=O)C.[Na+].[Na+].[Na+] 5,5-dimethyl-3-(3'-triethoxysilylpropyl)hydantoin sodium silicate